2,4-dimethyl-1,3,5-pentanetriol CC(CO)C(C(CO)C)O